4-(4,5-diphenyloxazol-2-yl)-N-methyl-butanamide C1(=CC=CC=C1)C=1N=C(OC1C1=CC=CC=C1)CCCC(=O)NC